O[C@H]([C@@H](C(=O)OC)NC(C1=CC=CC=C1)(C1=CC=CC=C1)C1=CC=CC=C1)C (2S,3S)-Methyl 3-hydroxy-2-(tritylamino)butanoate